C(C1=CC=CC=C1)OC=1C=C2C=CC(=C(C2=CC1)OC1=CC=C(OCCN(CCOCCOCCOC2=C3C(N(C(C3=CC=C2)=O)C2C(NC(CC2)=O)=O)=O)CC)C=C1)C1=CC=C(C=C1)S(=O)(=O)C 2-(2-(2-((2-(4-((6-(benzyloxy)-2-(4-(methylsulfonyl)phenyl)naphthalene-1-yl)oxy)phenoxy)ethyl)(ethyl)amino)ethoxy)ethoxy)ethoxy-2-(2,6-dioxopiperidin-3-yl)isoindoline-1,3-dione